BrC=1C(=C(C(=O)OC(C)(C)C)C(=CC1)COCC1=NC=C(C=C1)F)OCOC tert-butyl 3-bromo-6-(((5-fluoro-2-pyridyl)methoxy)methyl)-2-(methoxymethoxy)benzoate